N[C@@H]1C2=CC=CC=C2CC12CCN(CC2)C=2C(=NC(=CN2)C#CCN2CCOCC2)CO (S)-(3-(1-amino-1,3-dihydrospiro[indene-2,4'-piperidine]-1'-yl)-6-(3-morpholinoprop-1-yn-1-yl)pyrazin-2-yl)methanol